C(=O)([O-])CN1CCN(CCN(CCN(CC1)C(CC1=CC=C(C=C1)OCC(C(F)F)(F)F)C(=O)O)CC(=O)[O-])[C@H](C(=O)[O-])CO.[Gd+3] gadolinium (2S)-2-[4,10-bis(carboxylatomethyl)-7-{1-carboxy-2-[4-(2,2,3,3-tetrafluoropropoxy)phenyl]ethyl}-1,4,7,10-tetraazacyclododecan-1-yl]-3-hydroxypropanoate